1-(3,4-Dimethoxy-5-(methylseleno)phenyl)propanone COC=1C=C(C=C(C1OC)[Se]C)CC(C)=O